COC1=C(N)C=CC(=C1)N1CC2(COC2)C1 2-methoxy-4-(2-oxa-6-azaspiro[3.3]heptan-6-yl)aniline